FC(OC1=CC=C(C=C1)[C@H]1CC2(CN(C2)C=O)CC1)(F)F ((R)-6-(4-(trifluoromethoxy)phenyl)-2-azaspiro[3.4]octan-2-yl)methanon